(R)-N-(2-((2-amino-7-(1-(1-methylpiperidin-4-yl)-2-oxo-1,2-dihydropyridin-4-yl)quinazolin-4-yl)amino)-2-methylhexyl)-1-methyl-1H-pyrazole-4-carboxamide NC1=NC2=CC(=CC=C2C(=N1)N[C@@](CNC(=O)C=1C=NN(C1)C)(CCCC)C)C1=CC(N(C=C1)C1CCN(CC1)C)=O